4-((3-((((4-chlorobenzyl)imino)methylene)amino)propyl)(methyl)amino)-6-fluoro-7-(2-fluorophenyl)-1-(2-isopropyl-4-methylpyridin-3-yl)pyrido[2,3-d]pyrimidin-2(1H)-one ClC1=CC=C(CN=C=NCCCN(C=2C3=C(N(C(N2)=O)C=2C(=NC=CC2C)C(C)C)N=C(C(=C3)F)C3=C(C=CC=C3)F)C)C=C1